1-(3-Fluoro-5-methoxypyridin-2-yl)-7-methoxy-3-methyl-8-(3H-1,2,3-triazol-4-yl)-1,3-dihydroimidazo[4,5-c]quinolin-2-one FC=1C(=NC=C(C1)OC)N1C(N(C=2C=NC=3C=C(C(=CC3C21)C=2NN=NC2)OC)C)=O